2-[6-[3-(Difluoromethyl)-4-fluoro-phenyl]pyrazolo[4,3-b]pyridin-1-yl]-1-[3-[(Z)-2-fluorovinyl]azetidin-1-yl]ethanone FC(C=1C=C(C=CC1F)C=1C=C2C(=NC1)C=NN2CC(=O)N2CC(C2)\C=C/F)F